(2S,11aR)-9-fluoro-6-isopropoxy-8-methyl-2-((2-oxo-1,2,3,4-tetrahydro-1,6-naphthyridine-7-yl)oxy)-2,3,11,11a-tetrahydro-1H,5H-benzo[f]pyrrolo[2,1-c][1,4]oxazepin-5-one FC1=C(C=C(C=2C(N3[C@@H](COC21)C[C@@H](C3)OC3=NC=C2CCC(NC2=C3)=O)=O)OC(C)C)C